2-oxo-3-butenoic acid isopropyl ester C(C)(C)OC(C(C=C)=O)=O